N-(2-cyanobenzo[d]thiazol-6-yl)-2-(phenylcarbamothioyl)hydrazine-1-carboxamide C(#N)C=1SC2=C(N1)C=CC(=C2)NC(=O)NNC(NC2=CC=CC=C2)=S